(3,3-difluoro-4-hydroxy-1-azaspiro[4.4]nonan-1-yl)(6-(difluoromethyl)-5-fluoropyridin-2-yl)methanone FC1(CN(C2(C1O)CCCC2)C(=O)C2=NC(=C(C=C2)F)C(F)F)F